C(CCCCCC)S(=O)(=O)[O-].[Na+].[Na+].C(CCCCCC)S(=O)(=O)[O-] sodium sodium 1-heptanesulfonate